Tert-butyl 1-benzyl-3,3-difluorooctahydro-5H-pyrrolo[3,2-c]pyridin-5-carboxylate C(C1=CC=CC=C1)N1CC(C2CN(CCC21)C(=O)OC(C)(C)C)(F)F